2-(3-Oxoazetidin-1-yl)isonicotinic acid O=C1CN(C1)C=1C=C(C(=O)O)C=CN1